N/C(=C(\C(=O)C1=CC(=C(C=C1)OC)OC)/N1N=NC2=C1C=CC=C2)/C2=CC=CC=C2 (E)-3-amino-2-(1H-benzo[d][1,2,3]triazol-1-yl)-1-(3,4-dimethoxyphenyl)-3-phenylprop-2-en-1-one